octanoic acid 1,1-diphenylmethyl ester C1(=CC=CC=C1)C(C1=CC=CC=C1)OC(CCCCCCC)=O